4-(6-hydroxy-3-methylpyridin-2-yl)cyclohexan-1-one OC1=CC=C(C(=N1)C1CCC(CC1)=O)C